C1=CC=CC=2C3=CC=CC=C3C(C12)COC(=O)N[C@@H](CCC(=O)O)C(=O)OC(C)(C)C (4S)-4-(9H-fluoren-9-ylmethoxycarbonylamino)-5-[(2-methylpropan-2-yl)oxy]-5-oxopentanoic acid